5-pentadecylbenzene-1,3-diol C(CCCCCCCCCCCCCC)C=1C=C(C=C(C1)O)O